C(C)OC(=O)C=1C(=C2C(=NC1)NC=C2)Cl (trans)-(rac)-4-chloro-1H-pyrrolo[2,3-b]pyridine-5-carboxylic acid ethyl ester